NCC(CN(CC(C(CN(CCCCCCCCCCCCCCCC)CC(CN)O)O)O)CCCCCCCCCCCCCCCC)O 1,4-bis[(3-amino-2-hydroxy-propyl)-palmitylamino]-butane-2,3-diol